N-[(4-cyclopropyl-3-fluorophenyl)(phenyl)methyl]-1-(2-acetamidoacetyl)pyrrolidine-2-carboxamide C1(CC1)C1=C(C=C(C=C1)C(NC(=O)C1N(CCC1)C(CNC(C)=O)=O)C1=CC=CC=C1)F